C12CN(CC2C1)C1=CN=CC(=N1)C=1N=NN(C1)CC1=CC=C(C=C1)N1C[C@@H](CCC1)N(C(OC(C)(C)C)=O)CC1CCC1 tert-butyl ((3R)-1-(4-((4-(6-(3-azabicyclo[3.1.0]hexan-3-yl)pyrazin-2-yl)-1H-1,2,3-triazol-1-yl)methyl)phenyl)piperidin-3-yl)(cyclobutylmethyl)carbamate